FC1=CC=C(C=C1)C=1C(=CC2=CN(N=C2C1)CCN1CCOCC1)NC(=O)C=1N=CSC1 N-(6-(4-fluorophenyl)-2-(2-morpholinoethyl)-2H-indazol-5-yl)thiazole-4-carboxamide